C(CCCCCCCCC)N(C(CCCCCCCCCN(C1CCC(CC1)O)CCCCCC(=O)N(CCCCCCCCCC)CCCCCCCCCC)=O)CCCCCCCCCC N,N-didecyl-10-((6-(didecylamino)-6-oxohexyl)(4-hydroxycyclohexyl)-amino)decanamide